CC1(C=CCC=C1)C#N 1-methyl-1-cyano-2,5-cyclohexadiene